2',5-dichloro-N-(7-chloro-2-methylbenzo[d]oxazol-5-yl)-2,4'-difluoro-[1,1'-biphenyl]-4-carboxamide ClC1=C(C=CC(=C1)F)C1=C(C=C(C(=C1)Cl)C(=O)NC=1C=C(C2=C(N=C(O2)C)C1)Cl)F